2'',3,3',3'''-tetramethyl-1,1':4',1'':4'',1'''-quaterphenyl CC1=C(C=CC(=C1)C1=CC(=CC=C1)C)C1=C(C=C(C=C1)C1=CC(=CC=C1)C)C